O1C(=CC=C1)CCN 2-(Furan-2-yl)ethan-1-amine